FC1=C2C=C(N(C2=CC=C1F)CCNC1=CC(=NC=N1)C1=CC(=CS1)OCC)C 5-{6-[2-(4,5-Difluoro-2-methyl-indol-1-yl)-ethylamino]-pyrimidin-4-yl}-3-ethoxy-thiophen